N-((3S,5S,7S)-adamantan-1-yl)-4-(5-((8-(3-(cyclopropanecarboxamido)phenyl)-5-methyl-7-oxo-7,8-dihydropyrido[2,3-d]pyrimidin-2-yl)amino)-6-methoxypyridin-2-yl)piperazine-1-carboxamide C12(CC3CC(CC(C1)C3)C2)NC(=O)N2CCN(CC2)C2=NC(=C(C=C2)NC=2N=CC3=C(N2)N(C(C=C3C)=O)C3=CC(=CC=C3)NC(=O)C3CC3)OC